6,7-dihydroisoxazolo[4,3-c]pyridine-5(4H)-carboxamide N=1OC=C2CN(CCC21)C(=O)N